(S)-2-((5-azido-1H-pyrazolo[4,3-d]pyrimidin-7-yl)amino)pentan-1-ol N(=[N+]=[N-])C=1N=C(C2=C(N1)C=NN2)N[C@H](CO)CCC